(3-([1,1'-biphenyl]-2-ylethynyl)-1H-indazol-5-yl)(2-isopropylpiperazin-1-yl)methanone C1(=C(C=CC=C1)C#CC1=NNC2=CC=C(C=C12)C(=O)N1C(CNCC1)C(C)C)C1=CC=CC=C1